2-(2-chlorophenyl)-N-(3-(4-methyl-3-carbonylpiperazin-1-yl)-5-sulfamoylisoquinolin-7-yl)acetamide ClC1=C(C=CC=C1)CC(=O)NC1=CC(=C2C=C(N=CC2=C1)N1CC(N(CC1)C)=C=O)S(N)(=O)=O